O=C1NC(CC[C@@H]1N1C(C2=CC=C(C=C2C1=O)N1CCN(CC1)C=1C=C(CNC2=C3N=CN(C3=NC=N2)C2CC(C2)NC(C2=NC(=CC=C2)C)=O)C=CC1)=O)=O N-((1s,3s)-3-(6-((3-(4-(2-(2,6-dioxopiperidin-3-yl)-1,3-dioxoisoindolin-5-yl)piperazin-1-yl)benzyl)amino)-9H-purin-9-yl)cyclobutyl)-6-methylpicolinamide